4-(5-acetyl-2-(2,4-difluorophenoxy)phenyl)-6-methyl-7-oxo-N-(1-(trifluoromethyl)cyclopropyl)-6,7-dihydrothieno[2,3-c]pyridine-2-carboxamide C(C)(=O)C=1C=CC(=C(C1)C=1C2=C(C(N(C1)C)=O)SC(=C2)C(=O)NC2(CC2)C(F)(F)F)OC2=C(C=C(C=C2)F)F